3-Heneicosenoic acid C(CC=CCCCCCCCCCCCCCCCCC)(=O)O